[Si](C)(C)(C(C)(C)C)OC[C@@H](CC1(N(CCC1=C)C(=O)OCCC(C)(C)C)C(=O)[O-])F 1-(tert-butyl)2-ethyl 2-((R)-3-((tert-butyldimethylsilyl)oxy)-2-fluoropropyl)-3-methylenepyrrolidine-1,2-dicarboxylate